NCC1=NC=CC=C1OCCO 2-[[2-(aminomethyl)pyridin-3-yl]oxy]ethan-1-ol